NC1CC(CCC1)C(=O)O 3-amino-cyclohexane-1-carboxylic acid